C(CCC)[C@@H]1N(S(C2=C(N(C1)C1=CC=C(C=C1)F)C=C(C(=C2)O\C=C(\C(=O)OCC)/F)SCC)(=O)=O)C Ethyl (S)-(Z)-3-((3-butyl-7-(ethylthio)-5-(4-fluorophenyl)-2-methyl-1,1-dioxido-2,3,4,5-tetrahydro-1,2,5-benzothiadiazepin-8-yl)oxy)-2-fluoroacrylate